(R)-7-ethyl-2-(2-((3-methoxy-4-((1-methylpiperidin-4-yl)oxy)phenyl)amino)-6-methyl-7H-pyrrolo[2,3-d]pyrimidin-7-yl)-6,7-Dihydro-5H-cyclopent[b]pyridin-7-ol C(C)[C@]1(CCC=2C1=NC(=CC2)N2C(=CC1=C2N=C(N=C1)NC1=CC(=C(C=C1)OC1CCN(CC1)C)OC)C)O